C(C)(=O)C=1C=C(C=CC1)NC(NC=1C=C2C(N(C=NC2=CC1)CC(=O)O)=O)=O 2-(6-(3-(3-acetylphenyl)ureido)-4-oxoquinazolin-3(4H)-yl)acetic acid